3-{6-[(2,6-dimethylphenyl)oxy]-3-pyridinyl}-5,5-dimethyl-2,4-imidazolidinedione CC1=C(C(=CC=C1)C)OC1=CC=C(C=N1)N1C(NC(C1=O)(C)C)=O